seryl oleate C(CCCCCCC\C=C/CCCCCCCC)(=O)OC([C@@H](N)CO)=O